[Si](C)(C)(C(C)(C)C)OCC=1C=C(OCC=2C=C(C(=O)OC)C=CC2CN2CCCC2)C=CC1 methyl 3-((3-(((tert-butyldimethylsilyl)oxy)methyl)phenoxy)methyl)-4-(pyrrolidin-1-ylmethyl)benzoate